(4-chlorobutyl)-5-formyl-4-methyl-1H-indole-2-carbonitrile ClCCCCN1C(=CC2=C(C(=CC=C12)C=O)C)C#N